3-(4-((3-(4-amino-3-(4-phenoxyphenyl)-1H-pyrazolo[3,4-d]pyrimidin-1-yl)piperidin-1-yl)methyl)-1-oxoisoindoline-2-yl)piperidine-2,6-dione NC1=C2C(=NC=N1)N(N=C2C2=CC=C(C=C2)OC2=CC=CC=C2)C2CN(CCC2)CC2=C1CN(C(C1=CC=C2)=O)C2C(NC(CC2)=O)=O